[Li+].B(O)(O)C=1C(=NC(=C(C(=O)[O-])C1)OC)B(O)O 5-Borono(Borono)-2-methoxynicotinic acid lithium salt